2,4,6-trimethylphenyl-(2-naphthyl)phosphorus oxide CC1=C(C(=CC(=C1)C)C)[P](C1=CC2=CC=CC=C2C=C1)=O